3-(8-(4-Chlorophenyl)-2-imino-3-methyl-2,3-dihydro-1H-imidazo[4,5-c]quinolin-1-yl)-4-fluorobenzonitrile ClC1=CC=C(C=C1)C1=CC=2C3=C(C=NC2C=C1)N(C(N3C=3C=C(C#N)C=CC3F)=N)C